Methyl 1'-(2-chlorobenzyl)-2-oxospiro[indoline-3,4'-piperidine]-5-carboxylate ClC1=C(CN2CCC3(CC2)C(NC2=CC=C(C=C23)C(=O)OC)=O)C=CC=C1